(R)-N-(5-((6-(3-(3',5'-difluoro-[1,1'-biphenyl]-3-yl)isoxazolidin-2-yl)pyrimidin-4-yl)amino)-4-methoxy-2-(4-morpholinopiperidin-1-yl)phenyl)acrylamide FC=1C=C(C=C(C1)F)C1=CC(=CC=C1)[C@@H]1N(OCC1)C1=CC(=NC=N1)NC=1C(=CC(=C(C1)NC(C=C)=O)N1CCC(CC1)N1CCOCC1)OC